2-(2-(7-bromo-3-(3,4-dimethoxyphenethyl)-4-oxo-3,4-dihydroquinazolin-2-yl)ethyl)isoindoline-1,3-dione BrC1=CC=C2C(N(C(=NC2=C1)CCN1C(C2=CC=CC=C2C1=O)=O)CCC1=CC(=C(C=C1)OC)OC)=O